6-(3-(3-hydroxy-2-(hydroxymethyl)propyl)ureido)hexanoic acid OCC(CNC(NCCCCCC(=O)O)=O)CO